((2-fluoro-6-(methoxymethoxy)-8-(4,5-dioxaborolan-2-yl)naphthalen-1-yl)ethynyl)triisopropylsilane FC1=C(C2=C(C=C(C=C2C=C1)OCOC)C1BOOC1)C#C[Si](C(C)C)(C(C)C)C(C)C